methyl 1-(6-chloropyridazin-4-yl)-4-(o-tolyl)piperidine-4-carboxylate ClC1=CC(=CN=N1)N1CCC(CC1)(C(=O)OC)C1=C(C=CC=C1)C